COCCN1N=CC=2C1=NC(=NC2S)C(F)(F)F 1-(2-methoxyethyl)-6-(trifluoromethyl)-1H-pyrazolo[3,4-d]pyrimidine-4-thiol